FC1=C(C(=CC=C1F)F)CC#N 2-(2,3,6-trifluorophenyl)acetonitrile